ClC1=CC(=C(S1)C1=CC=C(OC2C[C@H](CCC2)C(=O)O)C=C1)NC(=O)O[C@H](C)C1=C(C=CC=C1)Cl (S)-3-(4-(5-chloro-3-((((R)-1-(2-chlorophenyl)ethoxy)carbonyl)amino)thiophen-2-yl)phenoxy)cyclohexane-1-carboxylic acid